7α-hydroxy-3-oxo-5β-cholanic acid O[C@H]1[C@H]2[C@@H]3CC[C@H]([C@@H](CCC(=O)O)C)[C@]3(CC[C@@H]2[C@]2(CCC(C[C@H]2C1)=O)C)C